rel-N-(6-amino-5-cyclopropyl-3-pyridyl)-2-[(2R,5S)-2-(3-chlorophenyl)-5-methyl-1-piperidyl]-2-oxo-acetamide NC1=C(C=C(C=N1)NC(C(=O)N1[C@H](CC[C@@H](C1)C)C1=CC(=CC=C1)Cl)=O)C1CC1 |o1:12,15|